(S)-(3-(1-amino-1,3-dihydrospiro[inden-2,4'-piperidin]-1'-yl)-6-(3-(5-methoxy-1H-indazol-1-yl)prop-1-yn-1-yl)pyrazin-2-yl)methanol N[C@@H]1C2=CC=CC=C2CC12CCN(CC2)C=2C(=NC(=CN2)C#CCN2N=CC1=CC(=CC=C21)OC)CO